S1C(SCCC1)C=1NC2=CC=CC=C2C1 2-(1,3-dithiane-2-yl)-1H-indole